C1(=CC=CC2=CC=CC=C12)NC1=C(C(=CC=2C3=CC=CC=C3CC12)C1=CC=CC=C1)C1=CC=CC=C1 (naphthyl)(diphenylfluorenyl)amine